C(C)(C)(C)OC(CC(=O)C1=NN2C(C(=NC(=C2)C)OC)=C1)=O 3-(4-methoxy-6-methylpyrazolo[1,5-a]pyrazin-2-yl)-3-oxopropanoic acid tert-butyl ester